NC(C)(C)C1=C(C=CC=C1)C1=CC=C(S1)C(C)NC1=NC(=NC2=CC(=C(C=C12)OC)OC)C N-[1-{5-[2-(2-aminopropan-2-yl)phenyl]thiophen-2-yl}ethyl]-6,7-dimethoxy-2-methylquinazolin-4-amine